[Si](C)(C)(C(C)(C)C)OCCN1N=CC(=C1)C=1OC2=C(C=C(C=C2C(C1C)=O)C)[C@@H](C)NC=1C(=NC(=CC1)Cl)C1=NOC(N1)=O 3-[3-[[(1R)-1-[2-[1-[2-[tert-butyl(dimethyl)silyl]oxyethyl]pyrazol-4-yl]-3,6-dimethyl-4-oxo-chromen-8-yl]ethyl]amino]-6-chloro-2-pyridyl]-4H-1,2,4-oxadiazol-5-one